FC1(CC(CC1)S(=O)(=O)C=1C=C(N)C=CC1)F 3-((3,3-difluorocyclopentyl)sulfonyl)aniline